6-bromo-2-thieno[2,3-c]pyridin-5-yl-7-trifluoromethyl-3H-quinazolin-4-one BrC=1C=C2C(NC(=NC2=CC1C(F)(F)F)C=1C=C2C(=CN1)SC=C2)=O